tert-butyl (2-(1-cyclopropyl-4,4-difluoro-3-hydroxypent-1-yn-3-yl)-5-vinylphenyl)carbamate C1(CC1)C#CC(C(C)(F)F)(O)C1=C(C=C(C=C1)C=C)NC(OC(C)(C)C)=O